CC1=CC=C(C2=CC=CC=C12)Br 1-methyl-4-bromonaphthalene